N-[[6-[1-(Methoxymethyl)propylamino]-2-pyridyl]sulfonyl]-2-(2,2,4-trimethylpyrrolidin-1-yl)pyridin-3-carboxamid COCC(CC)NC1=CC=CC(=N1)S(=O)(=O)NC(=O)C=1C(=NC=CC1)N1C(CC(C1)C)(C)C